NC=1C(=NC(=CN1)C1=C2C=NN(C2=CC=C1)C)C(=O)NC1=NC=CC=C1N1CCC(CC1)N 3-amino-N-(3-(4-aminopiperidin-1-yl)pyridin-2-yl)-6-(1-methyl-1H-indazol-4-yl)pyrazine-2-carboxamide